NC1=CC=C(C(=C1C(=O)C1=C(C=CC=C1F)Cl)Cl)Br (6-amino-3-bromo-2-chloro-phenyl)-(2-chloro-6-fluorophenyl)methanone